3-(2-fluorophenyl)-6-{4-[4-(propan-2-yl)piperazin-1-yl]phenyl}-1,2-dihydro-quinolin-2-one FC1=C(C=CC=C1)C=1C(NC2=CC=C(C=C2C1)C1=CC=C(C=C1)N1CCN(CC1)C(C)C)=O